(S)-2-(4-(6-((4-cyano-2,5-difluorobenzyl)oxy)-5-fluoropyridin-2-yl)-2,5-difluorobenzyl)-1-(4,4-dimethyltetrahydrofuran-3-yl)-4-fluoro-1H-benzo[d]imidazole-6-carboxylic acid C(#N)C1=CC(=C(COC2=C(C=CC(=N2)C2=CC(=C(CC3=NC4=C(N3[C@@H]3COCC3(C)C)C=C(C=C4F)C(=O)O)C=C2F)F)F)C=C1F)F